ClC1=C(C=C(C=C1)CC(=O)O)NC(=S)C1=C(C=C(C=C1)OCCC1=CC=CC=C1)C(F)(F)F (4-Chloro-3-{[4-(2-phenylethoxy)-2-(trifluoromethyl)benzene-1-carbothioyl]amino}phenyl)acetic acid